N-(1-Phenyl-1H-indazol-5-yl)-6-(1,6-diazaspiro[3.3]heptan-6-yl)pyrido[3,2-d]pyrimidin-4-amine C1(=CC=CC=C1)N1N=CC2=CC(=CC=C12)NC=1C2=C(N=CN1)C=CC(=N2)N2CC1(CCN1)C2